(2R)-2-Amino-3-[(2-{[(tert-butoxy)carbonyl]amino}ethyl)disulfanyl]-3-methylbutanoic acid N[C@H](C(=O)O)C(C)(C)SSCCNC(=O)OC(C)(C)C